FC(OC1=C(C(=O)NCC)C(=CC(=C1)N1C=NC2=C1C=CC(=C2)C2=NOC(=N2)C)OC)F 2-(difluoromethoxy)-N-ethyl-6-methoxy-4-[5-(5-methyl-1,2,4-oxadiazol-3-yl)benzimidazol-1-yl]benzamide